5-hydroxy-4-hydroxypiperidine OC1C(CCNC1)O